C1(CC1)C1=CC(=NN1CC(=O)N1CCC(CC1)C1=CC(=NC=C1)C(=O)NC1CCCC2=CC=CC=C12)C(F)F 4-[1-[2-[5-cyclopropyl-3-(difluoromethyl)pyrazol-1-yl]acetyl]-4-piperidinyl]-N-tetrahydronaphthalen-1-ylpyridine-carboxamide